COC=1C=C(C=CC1)C1=C(C=CC(=C1)OC)S(=O)(=O)N1CCC(CC1)(C(=O)N[C@@H](C)\C=C/S(=O)(=O)C)F (S,Z)-1-((3',5-dimethoxy-[1,1'-biphenyl]-2-yl)sulfonyl)-4-fluoro-N-(4-(methylsulfonyl)but-3-en-2-yl)piperidine-4-carboxamide